3,6-dimethylol-2-toluenesulfonic acid C(O)C1=C(C(C)=C(C=C1)CO)S(=O)(=O)O